The molecule is a synthetic 36-amino acid peptide consisting of N-acetyltyrosyl, threonyl, seryl, leucyl, isoleucyl, histidyl, seryl, leucyl, isoleucyl, alpha-glutamyl, alpha-glutamyl, seryl, glutaminyl, asparaginyl, glutaminyl, glutaminyl, alpha-glutamyl, lysyl, asparaginyl, alpha-glutamyl, alpha-glutamyl, alpha-glutamyl, leucyl, leucyl, alpha-glutamyl, leucyl, alpha-aspartyl, lysyl, tryptophyl, alanyl, seryl, leucyl, tryptophyl, asparaginyl, tryptophyl, and phenylalaninamide residues joined in sequence. An HIV fusion inhibitor, it was the first of a novel class of antiretroviral drugs used in combination therapy for the treatment of HIV-1 infection. It interferes with entry of HIV into cells by binding to the gp41 sub-unit of the viral envelope glycoprotein, so inhibiting fusion of viral and cellular membranes. It has a role as a HIV fusion inhibitor. CC[C@H](C)[C@@H](C(=O)N[C@@H](CCC(=O)O)C(=O)N[C@@H](CCC(=O)O)C(=O)N[C@@H](CO)C(=O)N[C@@H](CCC(=O)N)C(=O)N[C@@H](CC(=O)N)C(=O)N[C@@H](CCC(=O)N)C(=O)N[C@@H](CCC(=O)N)C(=O)N[C@@H](CCC(=O)O)C(=O)N[C@@H](CCCCN)C(=O)N[C@@H](CC(=O)N)C(=O)N[C@@H](CCC(=O)O)C(=O)N[C@@H](CCC(=O)N)C(=O)N[C@@H](CCC(=O)O)C(=O)N[C@@H](CC(C)C)C(=O)N[C@@H](CC(C)C)C(=O)N[C@@H](CCC(=O)O)C(=O)N[C@@H](CC(C)C)C(=O)N[C@@H](CC(=O)O)C(=O)N[C@@H](CCCCN)C(=O)N[C@@H](CC1=CNC2=CC=CC=C21)C(=O)N[C@@H](C)C(=O)N[C@@H](CO)C(=O)N[C@@H](CC(C)C)C(=O)N[C@@H](CC3=CNC4=CC=CC=C43)C(=O)N[C@@H](CC(=O)N)C(=O)N[C@@H](CC5=CNC6=CC=CC=C65)C(=O)N[C@@H](CC7=CC=CC=C7)C(=O)N)NC(=O)[C@H](CC(C)C)NC(=O)[C@H](CO)NC(=O)[C@H](CC8=CN=CN8)NC(=O)[C@H]([C@@H](C)CC)NC(=O)[C@H](CC(C)C)NC(=O)[C@H](CO)NC(=O)[C@H]([C@@H](C)O)NC(=O)[C@H](CC9=CC=C(C=C9)O)NC(=O)C